FC=1C=C2C3CCCN3C=3C=CN4N=CC(NC(CCCC2=CC1)=O)=C4N3 9-fluoro-2,17,20,21,24-pentaazapentacyclo[16.5.2.02,6.07,12.021,25]pentacosane-1(24),7,9,11,18(25),19,22-heptaene-16-one